6-(4-methyl-1-((2-(trimethylsilyl)ethoxy)methyl)-1H-imidazol-5-yl)-4-nitro-1-(tetrahydro-2H-pyran-2-yl)-1H-indazole CC=1N=CN(C1C1=CC(=C2C=NN(C2=C1)C1OCCCC1)[N+](=O)[O-])COCC[Si](C)(C)C